N-methylmorpholine N-Oxid C[N+]1(CCOCC1)[O-]